C(C)(C)(C)OC(NC1=CNC2=CC=C(C=C12)OC1=CC=CC=C1)=O.Cl.O(C1=CC=CC=C1)C=1C=C2C(=CNC2=CC1)N 5-phenoxy-1H-indol-3-amine hydrochloride tert-Butyl-N-(5-phenoxy-1H-indol-3-yl)carbamate